(1R,2R,3R)-N-(8-amino-7-fluoro-6-(4-methylpyridin-3-yl)isoquinolin-3-yl)-2-methyl-3-(1H-pyrazol-5-yl)cyclopropane-1-carboxamide NC=1C(=C(C=C2C=C(N=CC12)NC(=O)[C@@H]1[C@@H]([C@H]1C1=CC=NN1)C)C=1C=NC=CC1C)F